6',8'-difluoro-N-(4-hydroxybenzyl)-4'-oxo-3',4'-dihydro-1'H-spiro[piperidine-4,2'-quinoline]-1-carboxamide FC=1C=C2C(CC3(NC2=C(C1)F)CCN(CC3)C(=O)NCC3=CC=C(C=C3)O)=O